ClC=1C(=C(NC=2C3=C(N=CN2)C=CC(=N3)N3[C@@H]2CN([C@H](C3)C2)C(C=C)=O)C=CC1OCC)F 1-[(1S,4S)-5-[4-(3-chloro-4-ethoxy-2-fluoro-anilino)pyrido[3,2-d]pyrimidin-6-yl]-2,5-diazabicyclo[2.2.1]heptan-2-yl]prop-2-en-1-one